2-(4-hydroxy-3-methoxyphenyl)acetaldehyde OC1=C(C=C(C=C1)CC=O)OC